(3R)-1-(7-(8-ethynyl-7-fluoro-3-(methoxymethoxy)naphthalene-1-yl)-8-fluoro-6-nitro-2-(2,2,2-trifluoroethoxy)quinazolin-4-yl)-3-methylpiperidin-3-ol C(#C)C=1C(=CC=C2C=C(C=C(C12)C1=C(C=C2C(=NC(=NC2=C1F)OCC(F)(F)F)N1C[C@@](CCC1)(O)C)[N+](=O)[O-])OCOC)F